C(C)(C)(C)OC(=O)N1CCC(CC1)C(C)N1N=CC(=C1)NC(=O)C1=NOC(=C1)C1=NC=CN=C1 4-(1-(4-(5-(pyrazin-2-yl)isoxazole-3-carboxamido)-1H-pyrazol-1-yl)ethyl)piperidine-1-carboxylic acid tert-butyl ester